C(#N)C=1C=C(C=CC1)C=1N=C(SC1C1=CC(=NC(=C1)C)CO)NC(=O)N1CCC2(C(N(C(N2C)=O)C)=O)CC1 N-[4-(3-Cyanophenyl)-5-[2-(hydroxymethyl)-6-methyl-4-pyridyl]thiazol-2-yl]-1,3-dimethyl-2,4-dioxo-1,3,8-triazaspiro[4.5]decan-8-carboxamid